4-bromo-4'-[(trityl)thio]-1,1'-biphenyl BrC1=CC=C(C=C1)C1=CC=C(C=C1)SC(C1=CC=CC=C1)(C1=CC=CC=C1)C1=CC=CC=C1